6-chloro-N-((4,5-difluoro-1H-benzo[d]imidazol-2-yl)methyl)-3-(1-isopropyl-1H-pyrazol-4-yl)imidazo[1,2-b]pyridazin-8-amine ClC=1C=C(C=2N(N1)C(=CN2)C=2C=NN(C2)C(C)C)NCC2=NC1=C(N2)C=CC(=C1F)F